2-{3-[(3R,4S)-3,4-Dihydroxypyrrolidin-1-carbonyl]-5,6-dihydrocyclopenta[c]pyrazol-1(4H)-yl}-1-[4-(2,3-dimethylphenyl)piperazin-1-yl]ethan-1-on O[C@@H]1CN(C[C@@H]1O)C(=O)C=1C2=C(N(N1)CC(=O)N1CCN(CC1)C1=C(C(=CC=C1)C)C)CCC2